2-((tetrahydro-2H-pyran-4-yl)amino)benzamide tert-Butyl-(1R,3R,4R,5S)-5-(difluoromethoxy)-3-(hydroxymethyl)-2-azabicyclo[2.2.1]heptane-2-carboxylate C(C)(C)(C)OC(=O)N1[C@H]2C[C@@H]([C@@H]([C@@H]1CO)C2)OC(F)F.O2CCC(CC2)NC2=C(C(=O)N)C=CC=C2